ClC1=CC=C(C=C1)C=1C=C(C(N(N1)C=1C=NN(C1)C1CCC1)=O)C(=O)NC(CO)C 6-(4-chlorophenyl)-2-(1-cyclobutyl-1H-pyrazol-4-yl)-N-(1-hydroxypropan-2-yl)-3-oxo-2,3-dihydropyridazine-4-carboxamide